CC[C@@H]1[C@H](/C=C/C=C/C(=O)[C@@H](C[C@@H]([C@@H]([C@H](/C=C/C(=O)O1)C)O[C@H]2[C@@H]([C@H](C[C@H](O2)C)[NH+](C)C)O)C)C)CO[C@H]3[C@@H]([C@@H]([C@@H]([C@H](O3)C)O)OC)OC The molecule is a mycinamicin cation that is the conjugate acid of mycinamicin IV, obtained by protnation of the tertiary amino group.